C(C=C)(=O)NC=1C=C(C=CC1C)C1=C(NC2=NC=C(C=C21)C(=O)OC(C)C)C2=CC=C(C=C2)N2CCN(CC2)CC isopropyl 3-(3-acrylamido-4-methylphenyl)-2-(4-(4-ethylpiperazin-1-yl)phenyl)-1H-pyrrolo[2,3-b]pyridine-5-carboxylate